(1R,2S)-2-(methylcarbamoyl)-cyclohexanecarboxylic acid CNC(=O)[C@@H]1[C@@H](CCCC1)C(=O)O